IC1=NN(C=2N=CC=C(C21)C(=O)NC)C2=CC=C(C=C2)OC(F)(F)F 3-iodo-N-methyl-1-(4-(trifluoromethoxy)phenyl)-1H-pyrazolo[3,4-b]pyridine-4-carboxamide